C(CCCCCCCCCCCCC=CCCCCCCCCCCCCCCC)(=O)O 14-Triacontenoic acid